(trifluoromethyl)benzylidenethiosemicarbazide FC(F)(F)N(N=CC1=CC=CC=C1)C(=S)N